RUTHENIUM OXIDE IRON [Fe].[Ru]=O